C(CCC)(=O)OCN1C=2N=C(N(C(C2N=C1C=1C=NN(C1)CC1=CC(=CC=C1)C(F)(F)F)=O)CCC)C#N 2-Cyano-6-oxo-1-propyl-8-[1-(3-trifluoromethyl-benzyl)-1H-pyrazol-4-yl]-1,6-dihydro-purin-9-ylmethyl butyrate